5-(3-pyridyl)-1H-pyrrolo[2,3-b]pyridine-2-carboxylic acid N1=CC(=CC=C1)C=1C=C2C(=NC1)NC(=C2)C(=O)O